OC1CC(OC1)=O dihydro-4-hydroxy-furanone